ClC1=C(C=CC(=C1)Cl)C(C)N 1-(2,4-dichlorophenyl)ethylamine